N1([C@@H]2[C@H](CC1)CNC2)C(=O)OC(C)(C)C tert-butyl (3aR,6aR)-hexahydropyrrolo[3,4-b]pyrrole-1(2H)-carboxylate